1,1,3,3-tetraisopropyl disiloxane 1,4,7-triazacyclononaneL-Malat N1(CCNCCNCC1)C([C@@H](C(=O)O)O)C(=O)O.C(C)(C)[SiH](O[SiH](C(C)C)C(C)C)C(C)C